(S)-2-amino-N-((S)-3-oxo-2,3,4,5-tetrahydro-1H-benzo[c]azepin-4-yl)propanamide hydrochloride Cl.N[C@H](C(=O)N[C@H]1CC2=C(CNC1=O)C=CC=C2)C